(2-(1-methylcyclopropyl)-4-phenoxypyrimidin-5-yl)(3-((methylsulfonyl)methylene)azetidin-1-yl)methanone CC1(CC1)C1=NC=C(C(=N1)OC1=CC=CC=C1)C(=O)N1CC(C1)=CS(=O)(=O)C